O1C(OC=C1)N dioxol-2-amine